3-(1-methylcyclopropyl)-1,2,4-oxadiazole-5-carboxamide CC1(CC1)C1=NOC(=N1)C(=O)N